O1C(=CC=C1)C1=NN2C(=NC=3C=CC=CC3C2=N1)SC 2-(2-furyl)-5-(methylsulfanyl)[1,2,4]triazolo[1,5-c]quinazoline